[(1S,4S)-5-(6-Amino-pyridazin-3-yl)-2,5-diaza-bicyclo[2.2.1]hept-2-yl]-(2-methoxy-4'-trifluoromethyl-biphenyl-4-yl)-methanone NC1=CC=C(N=N1)N1[C@@H]2CN([C@H](C1)C2)C(=O)C2=CC(=C(C=C2)C2=CC=C(C=C2)C(F)(F)F)OC